N1=CC=C(C=C1)C1=NN=C(O1)S 5-(4-pyridyl)-2-mercapto-1,3,4-oxadiazole